N-ethyl-methyl-amine C(C)NC